(S,Z)-3-((3-(but-3-en-1-yl)-2-methyl-7-(methylthio)-1,1-dioxido-5-phenyl-2,3,4,5-tetrahydrobenzo[f][1,2,5]thiadiazepin-8-yl)oxy)-2-fluoroacrylic acid C(CC=C)[C@@H]1N(S(C2=C(N(C1)C1=CC=CC=C1)C=C(C(=C2)O\C=C(\C(=O)O)/F)SC)(=O)=O)C